1-(((6Z,9Z,28Z)-19-isocyanoheptatriaconta-6,9,28-trien-19-yl)sulfonyl)-4-methylbenzene [N+](#[C-])C(CCCCCCCC\C=C/C\C=C/CCCCC)(CCCCCCCC\C=C/CCCCCCCC)S(=O)(=O)C1=CC=C(C=C1)C